7-(methylamino)-2-azaspiro[3.5]nonane-2-carboxylic acid tert-butyl ester C(C)(C)(C)OC(=O)N1CC2(C1)CCC(CC2)NC